C1(CCC1)SC1=CC=C(C=C1)S(=O)(=O)N1C[C@@H](CCC1)C(=O)N1CCC(CC1)(F)F (R)-(1-((4-(Cyclobutylthio)phenyl)sulfonyl)piperidin-3-yl)(4,4-difluoropiperidin-1-yl)methanone